C(C)(=O)OCCC(C)CCC=C(C)C 1-citronellyl acetate